CCCCC/C=C\C/C=C\C/C=C\C/C=C\CCCCCC(=O)OC[C@H](COP(=O)(O)OC[C@@H](C(=O)O)N)OC(=O)CCCC/C=C\C/C=C\C/C=C\C/C=C\CC 1-(7Z,10Z,13Z,16Z-docosatetraenoyl)-2-(6Z,9Z,12Z,15Z-octadecatetraenoyl)-glycero-3-phosphoserine